FC1=CC(=C(N[C@H](C)C=2C=C(C=C3C(N(C(=NC23)N2CCOCC2)C)=O)C)C=C1F)S(=O)(=O)C 8-[(1R)-1-(4,5-difluoro-2-methylsulfonyl-anilino)ethyl]-3,6-dimethyl-2-morpholino-quinazolin-4-one